2-(4-aminopiperidin-1-yl)-9-isopropyl-N-{[2-(quinolin-4-yl)phenyl]methyl}purin-6-amine trifluoroacetic acid salt FC(C(=O)O)(F)F.NC1CCN(CC1)C1=NC(=C2N=CN(C2=N1)C(C)C)NCC1=C(C=CC=C1)C1=CC=NC2=CC=CC=C12